C1(CC1)C([C@@H](C=1N=C2N(N=CC(=C2)CC2C(NC[C@@H](C2)C(F)(F)F)=O)C1)NC(=O)C1=CC=NN1CC)C1CC1 N-((1S)-2,2-dicyclopropyl-1-(7-(((5R)-2-oxo-5-(trifluoromethyl)piperidin-3-yl)methyl)imidazo[1,2-b]pyridazin-2-yl)ethyl)-1-ethyl-1H-pyrazole-5-carboxamide